perfluoro-isopropyl-hexanone FC(C(C(C(C(C(F)(F)F)(F)F)(F)F)(F)F)=O)(C(C(F)(F)F)(C(F)(F)F)F)F